ClC=1C=C(C=C(C1CC1=CC(=C(C=C1)OC1OCCCC1)C(C)C)Cl)/C=C/CC(=O)OC methyl (E)-4-(3,5-dichloro-4-(3-isopropyl-4-((tetrahydro-2H-pyran-2-yl)oxy)benzyl)phenyl)but-3-enoate